5-((4-chloro-2-formyl-5-((3'-(3-(3-hydroxypyrrolidin-1-yl)propoxy)-2,2'-dimethyl-[1,1'-biphenyl]-3-yl)methoxy)phenoxy)methyl)nicotinonitrile ClC1=CC(=C(OCC=2C=NC=C(C#N)C2)C=C1OCC=1C(=C(C=CC1)C1=C(C(=CC=C1)OCCCN1CC(CC1)O)C)C)C=O